C(#N)C=1C=CC=CC1C=1C(=NC(=CC1)C)C 5-cyano-6-(2,6-dimethylpyridin-3-yl)benzene